BrC1=NC(=CC=C1)C(C)(C)OC 2-bromo-6-(2-methoxyprop-2-yl)pyridine